CC1OBOC1 4-methyl-1,3,2-dioxaborolan